C(C)C=1C(=C(C)C=C(C1N)CC)N 3,5-diethyl-2,4-diaminotoluene